2-(3-chlorophenyl)-2-(1-(4-isopropoxypiperidine-1-carbonyl)piperidin-4-ylidene)acetonitrile ClC=1C=C(C=CC1)C(C#N)=C1CCN(CC1)C(=O)N1CCC(CC1)OC(C)C